FC(C(=O)N1CC(C1)N1N=C(C2=NC=CC(=C21)C=2C=NN(C2)CC(=O)NC)C2=CC=C(C=C2)C(F)(F)F)=C 2-(4-(1-(1-(2-fluoroacryloyl)azetidin-3-yl)-3-(4-(trifluoromethyl)phenyl)-1H-pyrazolo[4,3-b]pyridin-7-yl)-1H-pyrazol-1-yl)-N-methylacetamide